1-(3-cyano-5-(trifluoromethyl)phenyl)-3-(4-(5-(3,5-dichlorophenyl)-5-(trifluoromethyl)-4,5-dihydroisoxazol-3-yl)-2-methylphenyl)thiourea C(#N)C=1C=C(C=C(C1)C(F)(F)F)NC(=S)NC1=C(C=C(C=C1)C1=NOC(C1)(C(F)(F)F)C1=CC(=CC(=C1)Cl)Cl)C